The molecule is a tricyclic diterpenoid isolated from the stem bark of Fraxinus sieboldiana. It has a role as a plant metabolite. It is a member of phenols, a tricyclic diterpenoid and a cyclic terpene ketone. CC(C)C1=C(C=C2C(=C1)C=CC3=C2C(=O)CCC3(C)C)O